C(CCCCCCCCCCCCCCC)(=O)N(CCCC)CCC palmitoylpropyl-butylamine